(S)-3-(((benzyloxy)carbonyl)amino)-5-(2,6-dioxopiperidin-1-yl)pentanoic acid tert-butyl ester C(C)(C)(C)OC(C[C@H](CCN1C(CCCC1=O)=O)NC(=O)OCC1=CC=CC=C1)=O